C(C=C)(=O)O.C(C=C)(=O)O.OC1CCC(CC1)C(C)(C)C1CCC(CC1)O 2,2-bis(4-hydroxycyclohexyl)propane diacrylate